N-((S)-(4,4-difluorocyclohexyl)(5-((S)-1-(4,4-dimethyl-2-oxoimidazolidin-1-yl)-2-methoxyethyl)benzo[d]oxazol-2-yl)methyl)-4-methyl-1,2,5-oxadiazole-3-carboxamide FC1(CCC(CC1)[C@H](NC(=O)C1=NON=C1C)C=1OC2=C(N1)C=C(C=C2)[C@@H](COC)N2C(NC(C2)(C)C)=O)F